Nα-(N2,N6-bis(tert-butoxycarbonyl)-L-lysyl)-1-methyl-D-tryptophan C(C)(C)(C)OC(=O)N[C@@H](CCCCNC(=O)OC(C)(C)C)C(=O)N[C@H](CC1=CN(C2=CC=CC=C12)C)C(=O)O